7-[3-fluoro-4-(trifluoromethyl)phenoxy]-1,2,3,4-tetrahydroisoquinoline hydrochloride salt Cl.FC=1C=C(OC2=CC=C3CCNCC3=C2)C=CC1C(F)(F)F